2-[4,4-dimethyl-9-oxo-1,10-diazatricyclo[6.4.0.0^[2,6]]dodeca-2(6),7-dien-10-yl]-3-[(oxan-2-yloxy)methyl]pyridin-4-ylboronic acid CC1(CC=2N3CCN(C(C3=CC2C1)=O)C1=NC=CC(=C1COC1OCCCC1)B(O)O)C